CC1=C(C(=CC=C1)C)C1=CC(=NC(=N1)NS(=O)(=O)C=1C=NN(C1)C)OC1=C(C=C(C(=O)NCCOC)C=C1)C 4-[6-(2,6-Dimethylphenyl)-2-[(1-methylpyrazol-4-yl)sulfonylamino]pyrimidin-4-yl]oxy-N-(2-methoxyethyl)-3-methyl-benzamide